propyl tetrafluoromethacrylate FC(C(C(=O)OCCC)=C(F)F)F